1-hydroxybutadiene OC=CC=C